NC1=CC(=CC(=N1)C=O)OC1CC1 6-AMINO-4-CYCLOPROPOXYPICOLINALDEHYDE